[Pd](Cl)Cl.C(C)(C)(C)P[C-]1C=CC=C1.[C-]1(C=CC=C1)PC(C)(C)C.[Fe+2] 1,1'-di-t-butylphosphinoferrocene palladium dichloride